C1(CCCC1)B1OC(CN(CC(O1)=O)C)=O 2-cyclopentyl-6-methyl-1,3,6,2-dioxazaborocane-4,8-dione